(3-fluoro-5-(4-(4-fluorophenyl)piperazin-1-yl)phenyl)methanamine FC=1C=C(C=C(C1)N1CCN(CC1)C1=CC=C(C=C1)F)CN